FC1=CC=2N(C=C1)C(=CN2)C2=C1CNC(C1=C(C=C2)NC2=NC=C(C=C2)N2C[C@H](CCC2)[C@@H](C)O)=O 4-(7-fluoroimidazo[1,2-a]pyridin-3-yl)-7-((5-((S)-3-((R)-1-hydroxyethyl)piperidin-1-yl)pyridin-2-yl)amino)isoindolin-1-one